trans-N-(8-chloro-6-((S)-3-hydroxy-2-oxopyrrolidin-1-yl)isoquinolin-3-yl)-2-cyanocyclopropanecarboxamide ClC=1C=C(C=C2C=C(N=CC12)NC(=O)[C@H]1[C@@H](C1)C#N)N1C([C@H](CC1)O)=O